2-amino-4-(4-chlorophenyl)thiophene-3-carboxylic acid ethyl ester C(C)OC(=O)C1=C(SC=C1C1=CC=C(C=C1)Cl)N